ClC=1N=C(C=2N=C(N(C(C2N1)=O)C)C(F)(F)F)C1=C(C=C(C=C1)F)F 6-chloro-8-(2,4-difluorophenyl)-3-methyl-2-(trifluoromethyl)pyrimido[5,4-d]pyrimidin-4(3H)-one